2-CYANO-3-FLUOROPHENYLBORONIC ACID C(#N)C1=C(C=CC=C1F)B(O)O